C1CSSC1CCCCC(=O)[O-] The molecule is a thia fatty acid anion that is the conjugate base of lipoic acid; major species at pH 7.3. It has a role as a human metabolite and a fundamental metabolite. It derives from an octanoate. It is a conjugate base of a lipoic acid.